2-[6-bromo-4-(fluoromethyl)-1-oxophthalazin-2-yl]-N-(5-fluoropyrimidin-2-yl)acetamide tert-butyl-2-(imidazo[1,2-a]pyridine-2-carbonyl)-2,7-diazaspiro[3.5]nonane-7-carboxylate C(C)(C)(C)OC(=O)N1CCC2(CN(C2)C(=O)C=2N=C3N(C=CC=C3)C2)CC1.BrC=1C=C2C(=NN(C(C2=CC1)=O)CC(=O)NC1=NC=C(C=N1)F)CF